FC=1C(=CC2=C(N=C(S2)N)C1)F 5,6-Difluorobenzo[d]thiazol-2-amin